F[C@H]1CN(C[C@@H]1NC1=NC(=CC=C1)C1=CN=C2N1N=CC(=C2)C(C)(C)O)C(=O)OC(C)(C)C (3S,4S)-tert-butyl 3-fluoro-4-((6-(7-(2-hydroxypropan-2-yl)imidazo[1,2-b]pyridazin-3-yl)pyridin-2-yl)amino)pyrrolidine-1-carboxylate